C1(CC1)C(=C)B1OC(C(O1)(C)C)(C)C 2-(1-cyclopropyl-ethenyl)-4,4,5,5-tetramethyl-1,3,2-dioxaborolane